N2-(((9H-fluoren-9-yl)methoxy)carbonyl)-N6-(tert-butoxycarbonyl)-N2,N6-dimethyl-L-lysine C1=CC=CC=2C3=CC=CC=C3C(C12)COC(=O)N([C@@H](CCCCN(C)C(=O)OC(C)(C)C)C(=O)O)C